4-(Prop-2-ynyloxy)tetrahydropyran C(C#C)OC1CCOCC1